BrC1=CC=C(S1)C=1N(C(C2=C(N(C(C21)=O)CC(CCCCCCCC)CCCCCC)C=2SC(=CC2)Br)=O)CC(CCCCCCCC)CCCCCC 3,6-bis(5-bromothiophen-2-yl)-2,5-bis(2-hexyldecyl)pyrrolo[3,4-c]pyrrole-1,4-dione